2-[3-methyl-5-(1-piperidylsulfonyl)indol-1-yl]propanoyl chloride CC1=CN(C2=CC=C(C=C12)S(=O)(=O)N1CCCCC1)C(C(=O)Cl)C